5-((4-(((1s,4s)-4-aminocyclohexyl)amino)-5-trifluoromethylpyrimidin-2-yl)amino)-2-methylisoindolin-1-one NC1CCC(CC1)NC1=NC(=NC=C1C(F)(F)F)NC=1C=C2CN(C(C2=CC1)=O)C